alpha-d-glucopyranosyl alpha-d-glucopyranoside O([C@@H]1[C@H](O)[C@@H](O)[C@H](O)[C@H](O1)CO)[C@@H]1[C@H](O)[C@@H](O)[C@H](O)[C@H](O1)CO